CN(C=1C=C2C(=CC=NC2=CC1)NC1=NC=C(C(=O)NC2=CC=C(C=C2)NC2=CC(=NC=C2)C)C=C1)C 6-(6-(dimethylamino)quinolin-4-ylamino)-N-(4-(2-methylpyridin-4-ylamino)phenyl)nicotinamide